4-(1-methylethyl)-1,5-cyclohexadien-1-methanol CC(C)C1CC=C(C=C1)CO